6-((2-((3R,4R)-3-amino-4-fluoro-1-piperidinyl)-6-methyl-1H-benzimidazol-1-yl)methyl)-3-pyridinecarbonitrile N[C@@H]1CN(CC[C@H]1F)C1=NC2=C(N1CC1=CC=C(C=N1)C#N)C=C(C=C2)C